(-)-6-[2-(4-fluorophenyl)-6-(hydroxymethyl)-4,5,6,7-tetrahydropyrazolo[1,5-a]pyrimidin-3-yl]-2-(2-methylphenyl)pyridazin-3(2H)-one FC1=CC=C(C=C1)C1=NN2C(NCC(C2)CO)=C1C=1C=CC(N(N1)C1=C(C=CC=C1)C)=O